FC1=C(OC=2N=CC(=NC2)NC(C(C)N2CC(N(CC2)C(=O)C2=NC(=C(N=C2)OC)N2N=CC=C2)(C)C)=O)C=CC(=C1)F N-(5-(2,4-difluorophenoxy)pyrazin-2-yl)-2-(4-(5-methoxy-6-(1H-pyrazol-1-yl)pyrazine-2-carbonyl)-3,3-dimethylpiperazin-1-yl)propanamide